C(C)(C)(C)C1OC2=C(P1)C(=CC=C2)C2=C(C=CC=C2OC)OC (tertiary butyl)-4-(2,6-dimethoxyphenyl)-2,3-dihydrobenzo[d][1,3]oxaphosphole